C(C)(=O)C1=NN(C2=CC=C(C=C12)C=1C=NC(=NC1)C)CC(=O)N1[C@@H](C[C@H](C1)F)C(=O)NC1=CC=CC(=N1)C(=O)NC 6-((2S,4R)-1-(2-(3-acetyl-5-(2-methylpyrimidin-5-yl)-1H-indazol-1-yl)acetyl)-4-fluoropyrrolidine-2-carboxamido)-N-methylpicolinamide